5-ethyl-6-fluoro-4-(8-fluoro-2-(((2R,7aS)-2-fluorotetrahydro-1H-pyrrolizin-7a(5H)-yl)methoxy)-4-(6-methoxy-1,4-oxazepan-4-yl)pyrido[4,3-d]pyrimidin-7-yl)naphthalen-2-ol C(C)C1=C2C(=CC(=CC2=CC=C1F)O)C1=C(C=2N=C(N=C(C2C=N1)N1CCOCC(C1)OC)OC[C@]12CCCN2C[C@@H](C1)F)F